NC/C(/CN1N=CN(C1=O)CC=1SC(=CC1)C=1C=NC(=CC1)OCC1CC1)=C\F 2-[(2E)-2-(aminomethyl)-3-fluoroprop-2-en-1-yl]-4-({5-[6-(cyclopropylmethoxy)pyridin-3-yl]thiophen-2-yl}methyl)-2,4-dihydro-3H-1,2,4-triazol-3-one